CC1(C2=CC=CC=C2C=2C=CC(=CC12)N(C1=CC=CC2=C1OC1=C2C=CC=C1)C1=CC=CC=2C(C3=CC=CC=C3C12)(C)C)C N-(9,9-dimethyl-9H-fluoren-2-yl)-N-(9,9-dimethyl-9H-fluoren-4-yl)-dibenzofuran-4-amine